(1'-amino-2-[4-nitro-phenyl]ethyl)oxirane NC(CC1=CC=C(C=C1)[N+](=O)[O-])C1OC1